1-(3-(4-(Cyclopropanecarbonyl)piperazine-1-carbonyl)-6-fluoroquinolin-4-yl)-4-methylpiperidine-4-carbonitrile C1(CC1)C(=O)N1CCN(CC1)C(=O)C=1C=NC2=CC=C(C=C2C1N1CCC(CC1)(C#N)C)F